1-(2,2-difluorocyclobutyl)-4-nitrobenzene FC1(C(CC1)C1=CC=C(C=C1)[N+](=O)[O-])F